sodium (S)-3-(3',4'-dimethoxybiphenyl-3-yl)-3-(3-(1,5-dimethyl-4-oxido-2-oxo-1,2-dihydro pyridin-3-yl)ureido)propanoate COC=1C=C(C=CC1OC)C1=CC(=CC=C1)[C@H](CC(=O)[O-])NC(=O)NC=1C(N(C=C(C1[O-])C)C)=O.[Na+].[Na+]